tetraethyl-bisphenol a C(C)C1=C(C(=C(C(=C1O)CC)CC)C(C)(C)C1=CC=C(C=C1)O)CC